ClC1=CC=CC2=CC3=C(C(NC[C@H](O3)CC)=O)C=C12 (R)-7-chloro-2-ethyl-3,4-dihydronaphtho[2,3-f][1,4]oxazepin-5(2H)-one